(2R)-N-((3S)-1-amino-3-hydroxy-1-oxobutan-2-yl)-1-(threonyl-D-prolyl)pyrrolidine-2-carboxamide NC(C([C@H](C)O)NC(=O)[C@@H]1N(CCC1)C([C@@H]1N(CCC1)C([C@@H](N)[C@H](O)C)=O)=O)=O